ClC=1C=C(C(N(C1)CC(=O)N1CCC(CC1)C=1SC=C(N1)C1=NOC(C1)C1=C(C=CC=C1S(=O)(=N)C)Cl)=O)C(F)(F)F 5-chloro-1-(2-(4-(4-(5-(2-chloro-6-(S-methylsulfonimidoyl)phenyl)-4,5-dihydroisoxazol-3-yl)thiazol-2-yl)piperidin-1-yl)-2-oxoethyl)-3-(trifluoromethyl)pyridin-2(1H)-one